dibenzogermol C1=CC=CC=2[GeH2]C3=C(C21)C=CC=C3